(S)-3-fluoro-4-(3-methyl-6-(2-(1-methyl-1H-pyrazol-4-yl)morpholino)-4-oxo-2-(trifluoromethyl)-3,4-dihydropyrido[3,4-d]pyrimidin-8-yl)benzonitrile FC=1C=C(C#N)C=CC1C1=NC(=CC2=C1N=C(N(C2=O)C)C(F)(F)F)N2C[C@@H](OCC2)C=2C=NN(C2)C